ClC=1C=C2C3=C(NC2=CC1)[C@@H](NCC3)CC3COCCC3 (1S)-6-chloro-1-(tetrahydropyran-3-ylmethyl)-2,3,4,9-tetrahydro-1H-pyrido[3,4-b]indole